FC=1C=C(C=CC1OC)S(=O)(=O)N1C2=C(C(CCC1)=O)C=CC=C2 1-((3-fluoro-4-methoxyphenyl)sulfonyl)-1,2,3,4-tetrahydro-5H-benzo[b]azepin-5-one